N1(C=NC=C1)C1=CC=C(C(=N1)OC)NC(=O)C=1C(=NOC1C)C1=CC=CC=C1 N-(6-imidazol-1-yl-2-methoxy-3-pyridinyl)-5-methyl-3-phenyl-isoxazole-4-carboxamide